(1R)-1-[4-methoxy-3-(1-methylpyrazol-4-yl)phenyl]ethanamine hydrochloride salt Cl.COC1=C(C=C(C=C1)[C@@H](C)N)C=1C=NN(C1)C